CN1N=CC(=C1C1=CC(=NC=2N1C=NC2C2=CC(=NN2)C)N2[C@@H](COCC2)C)C (R)-4-(4-(1,4-dimethyl-1H-pyrazol-5-yl)-8-(3-methyl-1H-pyrazol-5-yl)imidazo[1,5-a]pyrimidin-2-yl)-3-methylmorpholine